O(C#N)C1=CC=C(C=C1)C(C(F)(F)F)(C(F)(F)F)C1=CC=C(C=C1)OC#N 2,2-bis(4-cyanatophenyl)-1,1,1,3,3,3-hexafluoropropane